CN1C(=NC=C1)COC1=CC=2N(C=C1)C(=CN2)C2=CC=NC=N2 6-[7-(1-Methyl-1H-imidazol-2-ylmethoxy)-imidazo[1,2-a]pyridin-3-yl]-pyrimidin